C(C1=CC=CC=C1)OCC1OC(OC1)(C)C 4-(benzyloxymethyl)-2,2-dimethyl-1,3-dioxolane